NC1=C2N=CN(C2=NC(=N1)F)[C@H]1C[C@@H]([C@@](O1)(C#C)CO[P@@](=O)(OC1=CC=CC=C1)N[C@H](C(=O)OCCCCCCCCCCCCCCCC)CC1=CC(=CC(=C1)F)F)O Hexadecyl (S)-2-(((R)-(((2R,3S,5R)-5-(6-amino-2-fluoro-9H-purin-9-yl)-2-ethynyl-3-hydroxytetrahydrofuran-2-yl) methoxy)(phenoxy)phosphoryl)amino)-3-(3,5-difluorophenyl)propanoate